C1(=CC(=CC=C1)N1N=CC2=CC=C(C=C12)N1CCC2(CC1)CCNCC2)C 3-(1-(m-tolyl)-1H-indazol-6-yl)-3,9-diazaspiro[5.5]undecane